3-(2-fluorophenyl)-4-oxo-3,4-dihydrophthalazin FC1=C(C=CC=C1)N1N=CC2=CC=CC=C2C1=O